N-(3-(1H-imidazol-2-yl)phenyl)-3-methyl-5-oxo-1-(pyridin-4-yl)-4,5-dihydro-1H-pyrazole-4-carboxamide N1C(=NC=C1)C=1C=C(C=CC1)NC(=O)C1C(=NN(C1=O)C1=CC=NC=C1)C